3,5-dichloro-4-((6-chloro-4,5-dimethylpyridazin-3-yl)oxy)aniline ClC=1C=C(N)C=C(C1OC=1N=NC(=C(C1C)C)Cl)Cl